Cl.BrC1=CC=C(C(=N)N)C=C1 4-Bromobenzamidine HCl salt